C(C)(C)(C)OC(=O)N1C=C(C2=CC=CC=C12)CC(C=1CCOCC1)N 3-[2-amino-2-(3,6-dihydro-2H-pyran-4-yl)ethyl]Indole-1-carboxylic acid tert-butyl ester